The molecule is a phosphatidylserine 36:1 that is the conjugate base of 1-oleoyl-2-stearoyl-sn-glycero-3-phospho-L-serine, in which the carboxy and phosphate groups are anionic and the amino group is cationic. It is a conjugate base of a 1-oleoyl-2-stearoyl-sn-glycero-3-phospho-L-serine. CCCCCCCCCCCCCCCCCC(=O)O[C@H](COC(=O)CCCCCCC/C=C\\CCCCCCCC)COP(=O)([O-])OC[C@@H](C(=O)[O-])[NH3+]